5-(4-chloro-phenyl)-1-pentene ClC1=CC=C(C=C1)CCCC=C